NC1=C2C(=NC=N1)N(N=C2I)C2CCCCC2 3-(4-amino-3-iodo-1H-pyrazolo[3,4-d]pyrimidin-1-yl)cyclohexane